CN(C=1C=C2C=CC=CC2=CC1)C 6-dimethylaminonaphthalene